(+-)-trans-N-(4-cyclohexylphenyl)-4-phenylpyrrolidine-3-carboxamide hydrochloride Cl.C1(CCCCC1)C1=CC=C(C=C1)NC(=O)[C@@H]1CNC[C@H]1C1=CC=CC=C1 |r|